COC1=NC(=CC=C1NC(=O)C=1C(=NOC1C)C1=CC=CC=C1)C=1N(N=CC1)C N-[2-methoxy-6-(2-methylpyrazol-3-yl)-3-pyridinyl]-5-methyl-3-phenyl-isoxazole-4-carboxamide